Cl.NC[C@@H](C)NC(=O)N1CCN(CC1)C(C1=C(C=C(C=C1)NC=1C=2N(C=CN1)C(=CN2)C2=C(C(=C(C=C2)OC)F)F)C)=O N-[(1R)-2-amino-1-methyl-ethyl]-4-[4-[[3-(2,3-difluoro-4-methoxy-phenyl)imidazo[1,2-a]pyrazin-8-yl]amino]-2-methyl-benzoyl]piperazine-1-carboxamide hydrochloride